N-(5-(2-(trans-2,6-dimethylmorpholino)acetamido)-2-methylpyridin-3-yl)-2-(3-methyl-1H-pyrazol-4-yl)pyrazolo[5,1-b]thiazole-7-carboxamide C[C@@H]1O[C@H](CN(C1)CC(=O)NC=1C=C(C(=NC1)C)NC(=O)C=1C=NN2C1SC(=C2)C=2C(=NNC2)C)C